4-(Pyrazin-2-yl)-3,4-dihydroquinoxaline-1(2H)-carbonyl chloride N1=C(C=NC=C1)N1CCN(C2=CC=CC=C12)C(=O)Cl